2-triallylmethyl-1-propanol C(C=C)C(C(CO)C)(CC=C)CC=C